N-Ethyl-3-amino-(2-methylpropyl)trimethoxysilane tert-butyl-8-(4-chloro-2-methoxyphenyl)-2-azaspiro[4.5]dec-7-ene-2-carboxylate C(C)(C)(C)OC(=O)N1CC2(CC1)CC=C(CC2)C2=C(C=C(C=C2)Cl)OC.C(C)NCC(C[Si](OC)(OC)OC)C